C(CCC)[Si](C1=C(C(=CC(=C1F)F)F)F)(C)C butyldimethyl(2,3,5,6-tetrafluoro-phenyl)silane